tert-butyl 4-((7-hydroxy-5-methyl-[1,2,4]triazolo[1,5-a]pyrimidin-6-yl)methyl)piperidine-1-carboxylate OC1=C(C(=NC=2N1N=CN2)C)CC2CCN(CC2)C(=O)OC(C)(C)C